C(C=C)(=O)O.OCCNC(C(C(C(C(C(C(C(F)(F)F)(F)F)(F)F)(F)F)(F)F)(F)F)(F)F)=O N-hydroxyethyl-perfluorooctanamide acrylate